NCC1=CC=C(C=C1)CN1C(=NC2=C(N=NC(=C21)OC(C)C)N)CNCC 3-[[4-(aminomethyl)phenyl]methyl]-2-(ethylaminomethyl)-4-isopropoxy-imidazo[4,5-d]pyridazin-7-amine